BrC1=CC=C(C=C1)C1=CC=C(C=C1)C1=CC=2C3(C4=CC=CC=C4C2C=C1)C1=CC=CC=C1C=1C=CC=CC13 2-(4'-bromobiphenyl-4-yl)-9,9'-spirobi[9H-fluorene]